2-[(3S)-pyrrolidin-3-yl]acetic acid methyl ester hydrochloride Cl.COC(C[C@H]1CNCC1)=O